bis-(4-amino-3-butylcyclohexyl)methane NC1C(CC(CC1)CC1CC(C(CC1)N)CCCC)CCCC